N-(6-amino-5-ethyl-3-pyridyl)-2-[5-methyl-2-(3-oxoisoindolin-5-yl)-1-piperidyl]-2-oxo-acetamide NC1=C(C=C(C=N1)NC(C(=O)N1C(CCC(C1)C)C=1C=C2C(NCC2=CC1)=O)=O)CC